NCCCNC(=O)C=1C=C2C(=NNC2=CC1)C1=NC2=C(N1)C=C(C=C2)C2=CC=C(C=C2)N(C)C N-(3-aminopropyl)-3-(6-(4-(dimethylamino)phenyl)-1H-benzo[d]imidazol-2-yl)-1H-indazole-5-carboxamide